N-[(1S)-1-cyclohexyl-2-[4-[3-methyl-5-(trifluoromethyl)imidazol-4-yl]anilino]-2-oxo-ethyl]-2-isopropyl-pyrazole-3-carboxamide C1(CCCCC1)[C@@H](C(=O)NC1=CC=C(C=C1)C=1N(C=NC1C(F)(F)F)C)NC(=O)C=1N(N=CC1)C(C)C